C(#N)C=1C=C(C(=NC1)C(=O)NC=1C=C2C(=NNC2=CC1)C=1SC=C(C1)C#N)C 5-cyano-N-(3-(4-cyanothiophen-2-yl)-1H-indazol-5-yl)-3-methylpicolinamide